ClC1=C(C=CC=C1)C=1C(=CC=C(C1)OC)S(=O)(=O)Cl 2'-chloro-5-methoxy-[1,1'-biphenyl]-2-sulfonyl chloride